C=1(C(=CC=C2C=CC=CC12)C(=O)O)C(=O)O naphthalenedioic acid